S1C(=CC=C1)C1=CC=C(C=C1)N1CCCC1 1-(4-(thiophen-2-yl)phenyl)pyrrolidine